ClC1=CC=C(C=C1)C=1N=C2C(=NC1)N=C(S2)NC(=O)C2=C(C=NC=C2)C2=C(C=CC=C2OC)F N-(6-(4-chlorophenyl)thiazolo[4,5-b]pyrazin-2-yl)-3-(2-fluoro-6-methoxyphenyl)pyridine-4-Formamide